FC1=C(C=CC=C1)N1N=C(C=CC1=O)C(=O)[O-] 1-(2-fluorophenyl)-6-oxo-pyridazine-3-carboxylate